C(CCCCCCC)C1=NN=NC=C1 octyl-triazine